C(CCC)OOC(C)C butylisopropyl peroxide